[Cl-].[Cl-].[Zr+2].CC=1CC2=CC=CC(=C2C1)C1=CC(=CC(=C1)F)F (2-methyl-4-(3,5-difluorophenyl)indene) zirconium dichloride